methyl-2-(3-aminoprop-1-yn-1-yl)-4-(2,6-diazaspiro[3.3]heptan-2-yl)benzoate dihydrochloride Cl.Cl.COC(C1=C(C=C(C=C1)N1CC2(C1)CNC2)C#CCN)=O